9a-isopropyl-2-(2-((1-(methylsulfonyl)piperidin-4-yl)amino)-5-(trifluoromethyl)pyrimidin-4-yl)-7,8,9,9a-tetrahydrothieno[2,3-a]indolizin-4(6H)-one gallium-cesium [Cs].[Ga].C(C)(C)C12CCCCN2C(C2=C1SC(=C2)C2=NC(=NC=C2C(F)(F)F)NC2CCN(CC2)S(=O)(=O)C)=O